N-(3-chloro-5-(methylsulfonamido)phenyl)-5-(3-(difluoromethoxy)-5-fluoropyridin-2-yl)-1-methyl-1H-pyrrole-3-carboxamide ClC=1C=C(C=C(C1)NS(=O)(=O)C)NC(=O)C1=CN(C(=C1)C1=NC=C(C=C1OC(F)F)F)C